NC=1C2=C(C(NN1)=O)N(N=C2C2=CC=C(CNC(C1=C(C=CC(=C1)F)OC)=O)C=C2)C(CF)(C)C N-(4-(4-amino-1-(1-fluoro-2-methylpropan-2-yl)-7-oxo-6,7-dihydro-1H-pyrazolo[3,4-d]pyridazin-3-yl)benzyl)-5-fluoro-2-methoxybenzamide